CNC(=O)C1=NNC(=C1)C1=NC2=CC=CC=C2C(=C1)C1(CC1)NC(C1=C(C=C(C=C1)COCC=1N=CSC1)C)=O N-methyl-5-(4-(1-(2-methyl-4-((thiazol-4-ylmethoxy)methyl)benzamido)cyclopropyl)quinolin-2-yl)-1H-pyrazole-3-carboxamide